2-(1-(4-hydroxypiperidine-1-carbonyl)piperidin-4-ylidene)-2-(1H-indazol-7-yl)acetonitrile OC1CCN(CC1)C(=O)N1CCC(CC1)=C(C#N)C=1C=CC=C2C=NNC12